3-chloro-4-(3-fluoropropoxy)benzaldehyde ClC=1C=C(C=O)C=CC1OCCCF